C(C)(C)(C)OC(=O)N1CCC2(CC1)C1(C3=CC=CC=C3C2)CC1 3'H-dispiro[cyclopropane-1,1'-indene-2',4''-piperidine]-1''-carboxylic acid tert-butyl ester